CC1(C=CC=C1)C(C1(C=CC=C1)C)[Ti]OC Bis(methylcyclopentadienyl)methyl-methoxytitanium